phenyl (2-methylimidazo[1,2-a]pyridin-6-yl)carbamate CC=1N=C2N(C=C(C=C2)NC(OC2=CC=CC=C2)=O)C1